carbazolyl-boric acid C1(=CC=CC=2C3=CC=CC=C3NC12)OB(O)O